tert-butyl (4-(6-acrylamido-4-((3-chloro-4-(pyridin-2-ylmethoxy)phenyl)amino)quinazolin-7-yl)-2-methylbut-3-yn-2-yl)(methyl)carbamate C(C=C)(=O)NC=1C=C2C(=NC=NC2=CC1C#CC(C)(C)N(C(OC(C)(C)C)=O)C)NC1=CC(=C(C=C1)OCC1=NC=CC=C1)Cl